2-(6-methyl-4-(trifluoromethyl)pyridin-2-yl)-1-(4-(m-tolyl)-4H-1,2,4-triazol-3-yl)octahydrocyclopenta[c]pyrrole CC1=CC(=CC(=N1)N1C(C2C(C1)CCC2)C2=NN=CN2C=2C=C(C=CC2)C)C(F)(F)F